(S)-2-((tert-butoxycarbonyl)amino)-3-(2,4,5-trifluorophenyl)propionic acid C(C)(C)(C)OC(=O)N[C@H](C(=O)O)CC1=C(C=C(C(=C1)F)F)F